O=C1NC2=CC=C(C=C2C=C1C1=CC=C(C=C1)NC(C)=O)C1=CC=C(C=C1)N1CCN(CC1)C(C)C N-[4-(2-oxo-6-{4-[4-(propan-2-yl)piperazin-1-yl]phenyl}-1,2-dihydroquinolin-3-yl)phenyl]acetamide